N-(3-(difluoromethyl)-4-fluorophenyl)-3-(2-((1-hydroxy-2-methylpropan-2-yl)amino)-2-oxoacetyl)-5,6,7,8-tetrahydroindolizine-1-carboxamide FC(C=1C=C(C=CC1F)NC(=O)C=1C=C(N2CCCCC12)C(C(=O)NC(CO)(C)C)=O)F